N[C@@H](CC1=CC=CC=C1)C(=O)O (-)-Z-phenylalanine